NC1=C2C(=NC=N1)N(N=C2C2=CC=C(C=C2)OC2=CC=CC=C2)[C@H]2CN(CCC2)C(=O)OC(C)(C)C tert-butyl (3R)-3-[4-amino-3-(4-phenoxyphenyl)pyrazolo[3,4-d]pyrimidin-1-yl]piperidine-1-carboxylate